COC=1C=C(C=CC1)[Mg]Br L-3-methoxyphenyl-magnesium bromide